9,9-bis[4-(2-hydroxyethoxy)-3-isobutylphenyl]fluorene OCCOC1=C(C=C(C=C1)C1(C2=CC=CC=C2C=2C=CC=CC12)C1=CC(=C(C=C1)OCCO)CC(C)C)CC(C)C